C(C)NC=1C(=CC=C(C1)F)N N1-Ethyl-5-fluorobenzene-1,2-diamine